ClCCC1=CC=CC2=CC3=CC=CC=C3C=C12 2-chloroethyl-anthracene